C(C1=CC=CC=C1)N(C([O-])=O)C(CS(=O)(=O)Cl)C.C1(=CC=CC=C1)[B-](C1=CC=CC=C1)(C1=CC=CC=C1)C1=CC=CC=C1.CC=1C(=C(C=CC1)[PH+](C1=C(C(=CC=C1)C)C)C1=C(C(=CC=C1)C)C)C.CC=1C(=C(C=CC1)[PH+](C1=C(C(=CC=C1)C)C)C1=C(C(=CC=C1)C)C)C tri(dimethylphenyl)phosphonium tetrakis(phenyl)borate Benzyl-(1-(chlorosulfonyl)propan-2-yl)carbamate